ClC=1C=C(C#N)C=C(C1)OC1=C(N=CN(C1=O)CC1=NC=C(N=C1)Cl)C(F)(F)F 3-chloro-5-((1-((5-chloropyrazin-2-yl)methyl)-6-oxo-4-(trifluoromethyl)-1,6-dihydropyrimidin-5-yl)oxy)benzonitrile